4-(1,4-dioxaspiro[4.5]dec-7-en-8-yl)thiophene-2-carbaldehyde O1CCOC12CC=C(CC2)C=2C=C(SC2)C=O